C(C)(C)(C)OC(=O)N1CCC2(CC1)COC1=C2C=C(C=C1)NC1C(NC(CC1)=O)=O 5-((2,6-dioxopiperidin-3-yl)amino)-2H-spiro[benzofuran-3,4'-piperidine]-1'-carboxylic acid tert-butyl ester